CC1(OC=2C(=NC(=CC2)C=2C(=CC(=NC2)NC(C)=O)NC2=NC(=CC(=C2)N2C[C@@H](CC2)COC)S(=O)(=O)C)OC1)C (R)-N-(5-(2,2-dimethyl-2,3-dihydro-[1,4]dioxino[2,3-b]pyridin-6-yl)-4-((4-(3-(methoxymethyl)pyrrolidin-1-yl)-6-(methylsulfonyl)pyridin-2-yl)amino)pyridin-2-yl)acetamide